CC(CN1C(C=CC2=C1N=C(N=C2)N[C@@H](C)C2=CC=C(C=C2)O)=O)(C)C 8-(2,2-dimethyl-propyl)-2-[(S)-1-(4-hydroxy-phenyl)-ethylamino]-8H-pyrido[2,3-d]pyrimidin-7-one